ClC=1C=C(CNC2=NC=3C(C4=CN=CC=C24)=NC2C3C=NC=C2)C=CC1 N-(3-chlorobenzyl)-10aH-pyrido[3',4':4,5]pyrrolo[3,2-c][2,6]naphthyridin-5-amine